C(C1=CC=CC=C1)[C@H]1N(C(OC1)=O)C(=O)[C@H]1CN(C[C@@H]1C1=CC=C(C=C1)F)C(=O)OC(C)(C)C tert-Butyl (3R,4S)-3-[(4R)-benzyl-2-oxo-oxazolidine-3-carbonyl]-4-(4-fluorophenyl)-pyrrolidine-1-carboxylate